Tert-butyl 1-amino-7-methoxy-1,3-dihydrospiro[indene-2,4'-piperidine]-1'-carboxylate NC1C2=C(C=CC=C2CC12CCN(CC2)C(=O)OC(C)(C)C)OC